5-{2-[5-Chloro-2-(4-methoxy-2,3-dimethylbenzensulfonamido)phenyl]ethynyl}-3-(methylamino)pyridin ClC=1C=CC(=C(C1)C#CC=1C=C(C=NC1)NC)NS(=O)(=O)C1=C(C(=C(C=C1)OC)C)C